C1(CC1)C([C@@H](C(=O)NC1=NC=CC(=C1)[C@@H](COC)N1C(N[C@@H](C1)C(F)(F)F)=O)NC(=O)C1=CC=NN1C(C)C)C1CC1 N-((S)-1,1-dicyclopropyl-3-((4-((S)-2-methoxy-1-((S)-2-oxo-4-(trifluoromethyl)imidazolidin-1-yl)ethyl)pyridin-2-yl)amino)-3-oxopropan-2-yl)-1-isopropyl-1H-pyrazole-5-carboxamide